2-(1-((1r,4r)-4-(cyanomethyl)cyclohexyl)-1,6-dihydroimidazo[4,5-d]pyrrolo[2,3-b]pyridin-2-yl)-N-(1-methyl-1H-pyrazol-4-yl)acetamide CN1C=C(C=N1)NC(=O)CC2=NC3=CN=C4C(=C3N2C5CCC(CC5)CC#N)C=CN4